N,N-didecyl-8-((4-hydroxycyclohex-yl)(8-(nonadecan-10-ylamino)-8-oxo-octyl)amino)octan-amide C(CCCCCCCCC)N(C(CCCCCCCN(CCCCCCCC(=O)NC(CCCCCCCCC)CCCCCCCCC)C1CCC(CC1)O)=O)CCCCCCCCCC